C(C)(=O)OC(CCl)COC1=C(C=C(C=C1Cl)C(C)(C)C1=CC=C(C=C1)OCC(CN(C(C)=O)S(=O)(=O)C)O)Cl 1-chloro-3-(2,6-dichloro-4-(2-(4-(2-hydroxy-3-(N-(methylsulfonyl)acetamido)propoxy) phenyl)propan-2-yl)phenoxy)propan-2-yl acetate